CCCC (E)-1-methylpropan